2-[2-(4-bromo-3-methyl-2-nitroanilino)ethoxy]ethan-1-ol BrC1=C(C(=C(NCCOCCO)C=C1)[N+](=O)[O-])C